6-tert-butyl-5-(3,4-dichlorophenyl)-4-(4-(trifluoromethoxy)phenoxy)thieno[2,3-d]pyrimidine C(C)(C)(C)C1=C(C2=C(N=CN=C2OC2=CC=C(C=C2)OC(F)(F)F)S1)C1=CC(=C(C=C1)Cl)Cl